N1=C(C=CC=C1)C=1N=C2C(C1)=NC(C2=O)=O pyridyl-pyrrolopyrroledione